CN1C(=NN=C1)C(C=1C=C(C=CC1)N1C(C2=CC=CC(=C2C1)C(F)(F)F)=O)C1COC1 2-(3-((4-methyl-4H-1,2,4-triazol-3-yl)(oxetan-3-yl)methyl)phenyl)-4-(trifluoromethyl)isoindolin-1-one